1-cyclopentyl-4-((6-(pyrrolidin-1-yl)pyridazin-3-yl)methyl)piperazine-2,3-dione C1(CCCC1)N1C(C(N(CC1)CC=1N=NC(=CC1)N1CCCC1)=O)=O